(±)-(4aR,13bS)-10,11-dichloro-4-(2-(dimethylamino)ethyl)-1,2,3,4,4a,5,6,13b-octahydro-8H-[1,6]naphthyridino[5,6-b]quinazolin-8-one ClC=1C=C2C(N3C(=NC2=CC1Cl)[C@H]1CCCN([C@@H]1CC3)CCN(C)C)=O |r|